N-(3-((1-ethylcyclopropyl)ethynyl)-5-fluorophenyl)-7-fluoro-N-methyl-[1,2,4]triazolo[4,3-a]quinazolin-5-amine C(C)C1(CC1)C#CC=1C=C(C=C(C1)F)N(C1=NC=2N(C3=CC=C(C=C13)F)C=NN2)C